N1=C(C=CC=C1)/C=C/C1=NNC2=CC=C(C=C12)CC1=CC(=CC=C1)C(F)(F)F (E)-3-(2-(pyridin-2-yl)vinyl)-5-(3-(trifluoromethyl)benzyl)-1H-indazole